CC1=NC(=NO1)C=1C=C(C=CC1)C(=O)NCCC(=O)NC=1C=NN(C1)C(=O)OC(C)(C)C tert-Butyl 4-(3-{[3-(5-methyl-1,2,4-oxadiazol-3-yl)phenyl]formamido}-propanamido)-1H-pyrazole-1-carboxylate